BrC1=CC=C(C=C1)C(=C)C=1C=C(C=C(C1NC(C1=CC=CC=C1)=O)C(C)C)C1=CC=CC=C1 N-(3-(1-(4-bromophenyl)vinyl)-5-isopropyl-[1,1'-biphenyl]-4-yl)benzamide